(S)-(1,3-Dimethyl-azetidin-3-yl)-[3-(5-hydroxymethyl-[1,2,4]oxadiazol-3-yl)-phenyl]-(4-isopropyl-phenyl)-methanol CN1CC(C1)(C)[C@](O)(C1=CC=C(C=C1)C(C)C)C1=CC(=CC=C1)C1=NOC(=N1)CO